C(C(C)C)C1C(NC(C(N1)=O)C)=O 3-isobutyl-6-methylpiperazine-2,5-dione